3-(3-(3,4-dihydroxyphenyl)propylthio)propane-1,2-diylbis(norbornen-2-carboxylate) OC=1C=C(C=CC1O)CCCSCC(CC12C(=CC(CC1)C2)C(=O)[O-])C21C(=CC(CC2)C1)C(=O)[O-]